BrC=1C=C(C=CC1C(F)(F)F)C=1CCC[C@H]2COCC12 |r| rac-(3aR,7S,7aS)-7-(3-bromo-4-(trifluoromethyl)phenyl)hexahydroisobenzofuran